2-{[3-(4-fluorophenyl)-5-methyl-1,2-oxazol-4-yl]methoxy}-6-(oxane-4-carbonyl)-5,6,7,8-tetrahydro-1,6-naphthyridine FC1=CC=C(C=C1)C1=NOC(=C1COC1=NC=2CCN(CC2C=C1)C(=O)C1CCOCC1)C